CN(C1(CN(CCC1)C1=CC(=C(C=C1)S(=O)(=O)NC1=NC=NC=C1)F)CCC1=CC=C(C=C1)C(F)(F)F)C 4-(3-(Dimethylamino)-3-(4-(trifluoromethyl)phenethyl)piperidin-1-yl)-2-fluoro-N-(pyrimidin-4-yl)benzenesulfonamide